ClC1=C2COC(C2=CC=C1)C#N 4-chloro-1,3-dihydroisobenzofuran-1-carbonitrile